Cl.NCC1=NC=CC(=C1)CNC(OC(C)(C)C)=O tert-butyl {[2-(aminomethyl)-4-pyridinyl]methyl}carbamate hydrochloride